F\C(=C/CN)\CS(=O)(=O)C=1C=NC=CC1 (Z)-3-Fluoro-4-(pyridin-3-ylsulfonyl)but-2-en-1-amin